1,4,8,11-tetramethyl-1,4,8,11-tetrazacyclotetradecane CN1CCN(CCCN(CCN(CCC1)C)C)C